N1C(NC=C1)=O 1,3-dihydroimidazolone